[1,6]naphthyridine-2(3H)-carboxylate N=1C(CC=C2C=NC=CC12)C(=O)[O-]